1,3-diaminobenzene-4,6-disulfonic acid copper salt [Cu+2].NC1=CC(=C(C=C1S(=O)(=O)[O-])S(=O)(=O)[O-])N